(R)-2-(4-methylpiperazin-1-yl)-N-(1-(3-nitro-5-(trifluoromethyl)phenyl)ethyl)-6-(pyrrolidin-1-yl)pyrido[3,4-d]pyrimidin-4-amine CN1CCN(CC1)C=1N=C(C2=C(N1)C=NC(=C2)N2CCCC2)N[C@H](C)C2=CC(=CC(=C2)C(F)(F)F)[N+](=O)[O-]